Cl.S1C=CC2=C1C=C(C=C2)C2=NN1C(CN[C@@H](C1)C)=C2C2=CC=NC=C2 |r| rac-(RS)-2-(1-benzothiophen-6-yl)-6-methyl-3-(pyridin-4-yl)-4,5,6,7-tetrahydropyrazolo[1,5-a]pyrazine hydrogen chloride